12-azatricyclo[6.3.1.02,7]Dodeca-2,4,6-trien-9-one hydrochloride Cl.C12C3=CC=CC=C3C(C(CC1)=O)N2